CN(P1([C@@H](C=C[C@@H]1C1=CC=C(C=C1)C)C1=CC=C(C=C1)C)=O)C (1S,2S,5R)-1-(dimethylamino)-2,5-bis(4-methylphenyl)-2,5-dihydrophosphole 1-oxide